FC(N1N=CC(=C1)C=1N(N=CC1C=1C=NC(=CC1)N1CCN(CC1)CC1=CC=C(C=C1)C#C)F)F (1-(difluoromethyl)-1H-pyrazol-4-yl)-4-(6-(4-(4-ethynylbenzyl)piperazin-1-yl)pyridin-3-yl)-2-fluoropyrazole